OC=1N=C(SC1)N1[C@H]([C@H](CC1)NS(=O)(=O)C)CO[C@@H]1CC[C@@H](CC1)C1=CC=CC=C1 N-((2R,3S)-1-(4-hydroxythiazol-2-yl)-2-((((CIS)-4-phenylcyclohexyl)oxy)methyl)pyrrolidin-3-yl)methanesulfonamide